alpha-methyl-acethydrazide CCC(=O)NN